2-(6-bromo-4-chloro-3-quinolyl)oxazole BrC=1C=C2C(=C(C=NC2=CC1)C=1OC=CN1)Cl